3-(4-(6-(isopropyl(methyl)amino)-2-phenoxypyridin-3-yl)-1H-1,2,3-triazol-1-yl)-2,3-dihydrothiophene 1,1-dioxide C(C)(C)N(C1=CC=C(C(=N1)OC1=CC=CC=C1)C=1N=NN(C1)C1CS(C=C1)(=O)=O)C